CC1C=2N(C3=C(C=N1)C=C(C=C3)C(F)(F)F)C=C(N2)C(=O)N 4-methyl-8-(trifluoromethyl)-4H-imidazo[1,2-a][1,4]benzodiazepine-2-Carboxamide